(3S,4R)-4-{[5-chloro-7-(1-ethylcyclobutyl)pyrrolo[2,1-f][1,2,4]triazin-2-yl]amino}oxan-3-yl acetate C(C)(=O)O[C@@H]1COCC[C@H]1NC1=NN2C(C=N1)=C(C=C2C2(CCC2)CC)Cl